O1CCC(=CC1)C1=C(C=C(C=C1)NC(=O)N[C@@H]1CC[C@H](CC1)C)C=1N=NNN1 1-(4-(3,6-dihydro-2H-pyran-4-yl)-3-(2H-tetrazol-5-yl)phenyl)-3-((trans)-4-methylcyclohexyl)urea